(E)-3-(4-hydroxyphenyl)-1-(pyridin-3-yl)prop-2-en-1-one OC1=CC=C(C=C1)/C=C/C(=O)C=1C=NC=CC1